C1OCCN2C1=CCC2 tetrahydro-1H-pyrrolo[2,1-c][1,4]oxazin